racemic-7-(4-fluorophenyl)-N4-methyl-N2-[4-(4-methylimidazol-1-yl)-1-bicyclo[2.2.2]octanyl]-6,7-dihydro-5H-cyclopenta[d]pyrimidine-2,4-diamine FC1=CC=C(C=C1)[C@H]1CCC2=C1N=C(N=C2NC)NC21CCC(CC2)(CC1)N1C=NC(=C1)C |r|